C1OCCN2[C@H]1CN(CC2)C2=NN=C(S2)C=2C(=CC(=NC2)C2=CC=C1N2N=CC(=C1)C#N)NC(C)C (S)-7-(5-(5-(hexahydropyrazino[2,1-c][1,4]oxazin-8(1H)-yl)-1,3,4-thiadiazol-2-yl)-4-(isopropylamino)pyridin-2-yl)pyrrolo[1,2-b]pyridazine-3-carbonitrile